tri-stearylamine C(CCCCCCCCCCCCCCCCC)N(CCCCCCCCCCCCCCCCCC)CCCCCCCCCCCCCCCCCC